OC1=C(C=CC(=O)O)C=CC=C1 ortho-hydroxycinnamic acid